C(CCC)OC1OC2(CC1)CCC(CC2)(C)C 2-butoxy-8,8-dimethyl-1-oxaspiro[4.5]decane